FC1=CC=C(C=C1)CCC1=CC(=NO1)C1=CC=C(OC[C@@](CO)(O)C)C=C1 (R)-3-(4-(5-(4-fluorophenylethyl)isoxazol-3-yl)phenoxy)-2-methylpropane-1,2-diol